(2-chloro-4-((2-Chloro-5-fluorobenzofuran-7-yl)oxy)phenyl)(4-chloro-7H-pyrrolo[2,3-d]pyrimidin-5-yl)methanone ClC1=C(C=CC(=C1)OC1=CC(=CC=2C=C(OC21)Cl)F)C(=O)C2=CNC=1N=CN=C(C12)Cl